N1(CCC1)CC1=C(CNC2=CC(=C(C=C2C)S(=O)(=O)NC2=NOC=C2)F)C(=CC=C1)F 4-((2-(azetidin-1-ylmethyl)-6-fluorobenzyl)amino)-2-fluoro-N-(isoxazol-3-yl)-5-methylbenzenesulfonamide